C(CCCCC)OC1=CC=C(C=C1)OB(O)O 4-hexyloxyphenyl-boric acid